CC1=NNC(=C1C=1C=CC(=NC1F)NC([C@H]([C@H]1CCCC2(CC2)C1)NC(=O)C=1N(N=CC1)CC)=O)C N-[(1S)-2-[[5-(3,5-dimethyl-1H-pyrazol-4-yl)-6-fluoro-2-pyridinyl]amino]-2-oxo-1-[(7S)-spiro[2.5]oct-7-yl]ethyl]-2-ethyl-pyrazole-3-carboxamide